(S)-cyclopropyl(4-methoxypyridin-2-yl)methanamine 2HCl salt Cl.Cl.C1(CC1)[C@H](N)C1=NC=CC(=C1)OC